4-(4-fluorophenyl)-N-((3aR,5s,6aS)-2-((tetrahydro-2H-pyran-4-yl)methyl)octahydrocyclopenta[c]pyrrol-5-yl)-5,6,7,8-tetrahydrophthalazin-1-amine FC1=CC=C(C=C1)C1=NN=C(C=2CCCCC12)NC1C[C@@H]2[C@@H](CN(C2)CC2CCOCC2)C1